COC1=CC=C(C=C1)CC(CC)=O 1-(4-methoxyphenyl)-2-butanone